NOC=CC 1-(aminooxy)propaneN